2-chloro-4-((4-methoxybenzyl)oxy)-5-(1-methyl-4-(trifluoromethyl)-1H-pyrrol-2-yl)pyridine ClC1=NC=C(C(=C1)OCC1=CC=C(C=C1)OC)C=1N(C=C(C1)C(F)(F)F)C